FC(C(=O)O)(F)F.ClC1=C(C(=O)N(C)C)C=CC=C1 2-chloro-N,N-dimethylbenzamide, 2,2,2-trifluoroacetate salt